C(C)(C)(C)OC(=O)N=C(N1C[C@@H](CC1)C1=NC(=NO1)C1=CC=C(C=C1)CCCCCCCCCC)NC(OC(C)(C)C)=O tert-butyl (R)-(((tert-butoxycarbonyl)imino)(3-(3-(4-decylphenyl)-1,2,4-oxadiazol-5-yl)pyrrolidin-1-yl)methyl)carbamate